tert-Butyl N-[(3S,4S)-1-[3-(2,6-dibenzyloxy-3-pyridyl)-1-methyl-indazol-6-yl]-3-methyl-4-piperidyl]carbamate C(C1=CC=CC=C1)OC1=NC(=CC=C1C1=NN(C2=CC(=CC=C12)N1C[C@@H]([C@H](CC1)NC(OC(C)(C)C)=O)C)C)OCC1=CC=CC=C1